C(=O)(O)[C@H](CSC\C=C(\CCCC(CCCC(CCCC(C)C)C)C)/C)NC(=O)N1CCC1 1-{[(1R)-1-carboxy-2-{[(2E)-3,7,11,15-tetramethylhexadec-2-en-1-yl]sulfanyl}ethyl]carbamoyl}azetidine